(1R)-3-Methyl-2-cyclohexen-1-ol CC1=C[C@@H](CCC1)O